4-(2,6-dichloro-4-(2,4-difluorophenyl)pyridin-3-yl)-2-hydroxy-2-methylbutyric acid ethyl ester C(C)OC(C(CCC=1C(=NC(=CC1C1=C(C=C(C=C1)F)F)Cl)Cl)(C)O)=O